6-methyl-3-(((R)-1-((S)-10-methyl-1,2,4a,5-tetrahydro-4H-[1,4]oxazino[4',3':4,5][1,4]oxazino[2,3-b]quinoxalin-8-yl)ethyl)amino)picolinic acid CC1=CC=C(C(=N1)C(=O)O)N[C@H](C)C1=CC(=CC=2N=C3C(=NC12)OC[C@H]1N3CCOC1)C